sodium magnesium iron sulfate S(=O)(=O)([O-])[O-].[Fe+2].[Mg+2].[Na+]